(3-chloro-2,4-difluorophenyl)(1-(1-(trifluoromethyl)cyclopropyl)piperidin-4-yl)methylamine hydrochloride Cl.ClC=1C(=C(C=CC1F)NCC1CCN(CC1)C1(CC1)C(F)(F)F)F